N-((S)-2-cyano-1-(4-(ethylsulfonyl)phenyl)ethyl)-4-((2S,5S)-2-((difluoromethoxy)methyl)-5-(4-fluorophenyl)piperidin-1-yl)benzamide C(#N)C[C@@H](C1=CC=C(C=C1)S(=O)(=O)CC)NC(C1=CC=C(C=C1)N1[C@@H](CC[C@H](C1)C1=CC=C(C=C1)F)COC(F)F)=O